NC1=C2NC(N(C2=NC(=N1)P(=O)(C)C)CC=1C=NC(=CC1)NC1CCOCC1)=O 6-Amino-2-dimethylphosphoryl-9-[[6-(tetrahydropyran-4-ylamino)-3-pyridyl]methyl]-7H-purin-8-one